4-{1-[5-(pyridin-4-yl)-1H-pyrazole-3-carbonyl]piperidine-4-carbonyl}morpholine N1=CC=C(C=C1)C1=CC(=NN1)C(=O)N1CCC(CC1)C(=O)N1CCOCC1